5-(1,3-Dithian-2-yl)-1-methylindol-3-amine S1C(SCCC1)C=1C=C2C(=CN(C2=CC1)C)N